((3s,6r)-6-(1-(2,4-difluorophenyl)-1,2,3,4-tetrahydroisoquinoline-2-carbonyl)tetrahydro-2H-pyran-3-yl)carbamic acid FC1=C(C=CC(=C1)F)C1N(CCC2=CC=CC=C12)C(=O)[C@H]1CC[C@@H](CO1)NC(O)=O